COC=1C=C2C(=NC=NC2=CC1OC)N1CCN(CC1)C1(CC1)C#N 1-(4-(6,7-dimethoxyquinazolin-4-yl)piperazin-1-yl)cyclopropanecarbonitrile